C(C)(C)(C)C=1C=C(CC2=CC=CC=3C4=CC=CC=C4OPC23)C=C(C1O)C(C)(C)C (3,5-di-t-butyl-4-hydroxybenzyl)-9,10-dihydro-9-oxa-10-phosphaphenanthrene